OCN1CC(C(C(C1)O)O)O (hydroxymethyl)piperidine-3,4,5-triol